NC1=C(C(=NC=N1)O[C@H]1CN(CCC1)C(C=C)=O)C1=CC=C(C=C1)OC1=CC=CC=C1 (R)-1-(3-((6-Amino-5-(4-phenoxyphenyl)pyrimidin-4-yl)oxy)piperidin-1-yl)prop-2-en-1-on